3-(3-cyano-7,7-dimethyl-2-(2-(2-propenoyl)-2,6-diazaspiro[3.4]octan-6-yl)-5,6,7,8-tetrahydro-4-quinolinyl)-4-methylbenzene-sulfonamide C(#N)C=1C(=NC=2CC(CCC2C1C=1C=C(C=CC1C)S(=O)(=O)N)(C)C)N1CC2(CN(C2)C(C=C)=O)CC1